C(#N)C=1C(=NC(=NC1)NC=1C=CC(=C(C(=O)OC)C1)B1OC(C(O1)(C)C)(C)C)NC(CC)CC methyl 5-((5-cyano-4-(pentan-3-ylamino)pyrimidin-2-yl)amino)-2-(4,4,5,5-tetramethyl-1,3,2-dioxaborolan-2-yl)benzoate